BrC1=CC(=C(C(=O)OC)C=C1)N1CCCC1 methyl 4-bromo-2-(pyrrolidin-1-yl)benzoate